3-(cyclopentyloxy)-4-(((1-methylcyclopropyl)sulfonyl)carbamoyl)benzoic acid C1(CCCC1)OC=1C=C(C(=O)O)C=CC1C(NS(=O)(=O)C1(CC1)C)=O